C1(=CC=CC=C1)C1=NC(=NC(=N1)C1=CC=CC=C1)C1=CC=C(C=C1)N1C=2C=CC=CC2N(C2=CC=CC=C12)C1=CC=C(C=C1)C1=NC(=NC(=N1)C1=CC=CC=C1)C1=CC=CC=C1 5,10-bis(4-(4,6-diphenyl-1,3,5-triazin-2-yl)phenyl)-5,10-dihydrophenazine